2-[2-(4-methoxyphenyl)[1,2,4]triazolo[1,5-c]quinazolin-5-yl]-D-leucinamide COC1=CC=C(C=C1)C1=NN2C(=NC=3C=CC=CC3C2=N1)[C@@](N)(CC(C)C)C(=O)N